(4Z)-4-[6-(2-ethylhexanoylamino)-2,3,3-trimethyl-1-octyl-2H-indol-1-ium-5-ylidene]-3-oxo-2-[6-(2-ethylhexanoylamino)-2,3,3-trimethyl-1-octyl-2H-indol-5-yl]cyclobuten-1-olate C(C)C(C(=O)NC=1\C(\C=C2C(C([N+](=C2C1)CCCCCCCC)C)(C)C)=C\1/C(C(=C1[O-])C=1C=C2C(C(N(C2=CC1NC(C(CCCC)CC)=O)CCCCCCCC)C)(C)C)=O)CCCC